C(C1=CC=CC=C1)C1=CC(=C(C(=N1)C#N)O)C(CCC(=O)O)=O 4-(6-Benzyl-2-cyano-3-hydroxy-pyridin-4-yl)-4-oxo-butyric acid